(E)-1,4-bis(2-isocyanatopropyl)-1,4-dimethyltetrazene N(=C=O)C(CN(\N=N\N(C)CC(C)N=C=O)C)C